BrC=1N=NC(=CC1)OCOCC[Si](C)(C)C 3-bromo-6-((2-(trimethylsilyl)ethoxy)methoxy)pyridazine